1-((3R,4S)-4-(3-((4-amino-7-methyl-5-(4-phenoxyphenyl)-7H-pyrrolo[2,3-d]pyrimidin-6-yl)ethynyl)azetidin-1-yl)-3-hydroxypiperidin-1-yl)prop-2-en-1-one NC=1C2=C(N=CN1)N(C(=C2C2=CC=C(C=C2)OC2=CC=CC=C2)C#CC2CN(C2)[C@@H]2[C@@H](CN(CC2)C(C=C)=O)O)C